CCCCC/C=C\C/C=C\C/C=C\C/C=C\CCCC(=O)OC[C@H](COP(=O)(O)OC[C@@H](C(=O)O)N)OC(=O)CCCCCCC/C=C\C/C=C\C/C=C\CC 1-(5Z,8Z,11Z,14Z-eicosatetraenoyl)-2-(9Z,12Z,15Z-octadecatrienoyl)-glycero-3-phosphoserine